iodoisobenzofuran-1,3-dione IC1=C2C(OC(C2=CC=C1)=O)=O